N-(1H-indol-2-ylmethyl)-4-oxo-pyrido[1,2-a]pyrimidine-2-carboxamide N1C(=CC2=CC=CC=C12)CNC(=O)C=1N=C2N(C(C1)=O)C=CC=C2